tert-Butyl 4-(3-(methyl(3-oxo-4-(trifluoromethyl)-3,5,6,7-tetrahydro-2H-cyclopenta[c]pyridazin-7-yl)amino)-3-oxopropyl)piperidine-1-carboxylate CN(C(CCC1CCN(CC1)C(=O)OC(C)(C)C)=O)C1CCC=2C1=NNC(C2C(F)(F)F)=O